(tri-tert-butylphosphino)(2'-methylamino-1,1'-biphenyl-2-yl)palladium (II) C(C)(C)(C)P(C(C)(C)C)(C(C)(C)C)[Pd]C1=C(C=CC=C1)C1=C(C=CC=C1)NC